2-(((4-fluorophenylamino)amino)methyl)-3-methylnaphtho[1,2-b]furan-4,5-dione FC1=CC=C(C=C1)NNCC1=C(C2=C(O1)C1=CC=CC=C1C(C2=O)=O)C